N=1N(N=CC1)CC(=O)C=1C=CC(=C(C1)N1C(=NC2=C(C1=O)C=CC=N2)CN2CCN(CC2)C(COC2=CC=C(C=C2)C(F)(F)F)=O)OCC(F)(F)F 3-(5-(2-(2H-1,2,3-Triazol-2-yl)acetyl)-2-(2,2,2-trifluoroethoxy)phenyl)-2-((4-(2-(4-(trifluoromethyl)phenoxy)acetyl)piperazin-1-yl)methyl)pyrido[2,3-d]pyrimidin-4(3H)-one